C(C)(C)(C)C1=NC(=NO1)C(=O)NC1C2=C(CN(CC1)C1CCOCC1)C=C(C=C2)C2=NC(=NC=C2)NC=2C=NN(C2)C 5-(tert-butyl)-N-(8-(2-((1-methyl-1H-pyrazol-4-yl)amino)pyrimidin-4-yl)-2-(tetrahydro-2H-pyran-4-yl)-2,3,4,5-tetrahydro-1H-benzo[c]azepin-5-yl)-1,2,4-oxadiazole-3-carboxamide